(4R)-4-[(3R,5S,6R,7R,8S,9S,10S,13R,14S,17R)-6-ethyl-3,7-dihydroxy-10,13-dimethyl-2,3,4,5,6,7,8,9,11,12,14,15,16,17-tetradecahydro-1H-cyclopenta[a]phenanthren-17-yl]pentanoic acid C(C)[C@@H]1[C@@H]2C[C@@H](CC[C@@]2([C@H]2CC[C@@]3([C@H](CC[C@H]3[C@@H]2[C@@H]1O)[C@@H](CCC(=O)O)C)C)C)O